(S)-8-(2-methyl-6-((R)-2,2,2-trifluoro-1-(4-(6-methoxypyridin-3-yl)-2-(3-methyl-1H-pyrazol-1-yl)phenyl)ethoxy)pyrimidin-4-yl)-2,8-diazaspiro[4.5]decane-3-carboxylic acid CC1=NC(=CC(=N1)N1CCC2(C[C@H](NC2)C(=O)O)CC1)O[C@@H](C(F)(F)F)C1=C(C=C(C=C1)C=1C=NC(=CC1)OC)N1N=C(C=C1)C